C(#N)N1[C@H]2[C@@H](C[C@@H]1CC2)NC(C2=CC(=CC=C2)C2=CC=C(C=C2)F)=O N-((1R,2R,4S)-7-cyano-7-azabicyclo[2.2.1]heptan-2-yl)-3-(4-fluorophenyl)benzamide